CN(C(=O)[C@@H]1CC12CCN(CC2)C(=O)OC(C(F)(F)F)C(F)(F)F)C2=NC=CN=C2 |r| hexafluoropropan-2-yl (±)-1-(methyl(pyrazin-2-yl)carbamoyl)-6-azaspiro[2.5]octane-6-carboxylate